2-(4-chlorophenoxy)propyl-hydroxyamine ClC1=CC=C(OC(CNO)C)C=C1